FC1(CCCCC1)F 4,4-difluorocyclohexane